2-Cyclopropyl-4-(4,4,5,5-tetramethyl-1,3,2-dioxaborolan-2-yl)-1H-pyrrolo[2,3-b]pyridine C1(CC1)C1=CC=2C(=NC=CC2B2OC(C(O2)(C)C)(C)C)N1